C(CCCCCCCCC)(=O)OC1COCC1 tetrahydrofuran-3-yl decanoate